NC1=NC2=CC=C(C=C2C=C1C)C(=O)N(CC1=NC=C(C=C1)C(F)(F)F)[C@@H]1CCC[C@H]2[C@H]1CCO2 2-amino-3-methyl-N-((3aS,4R,7aS)-octahydro-1-benzofuran-4-yl)-N-((5-(trifluoromethyl)-2-pyridinyl)methyl)-6-quinolinecarboxamide